COC1=CC(=CC=C1)OCCCCCBr 4-methoxy-2-(5-bromopentyl)oxybenzene